C1N(CCC2=CC=CC=C12)C[C@H](CNC(=O)C1=CC(=NC=N1)NC1CCN(CC1)CC(=O)NCC(=O)OC(C)(C)C)O Tert-butyl (S)-(2-(4-((6-((3-(3,4-dihydroisoquinolin-2(1H)-yl)-2-hydroxypropyl)carbamoyl)pyrimidin-4-yl)amino)piperidin-1-yl)acetyl)glycinate